5-(naphthalene-4-yl)-2-phenyl-1H-imidazole-4-carboxylic acid methyl ester COC(=O)C=1N=C(NC1C1=CC=CC2=CC=CC=C12)C1=CC=CC=C1